(1s,4s)-4-((2-fluoro-5-((1-hydroxycyclopentyl)ethynyl)pyridin-4-yl)amino)cyclohexan-1-ol FC1=NC=C(C(=C1)NC1CCC(CC1)O)C#CC1(CCCC1)O